BrC=1C=CC2=C(NC=N2)C1F 6-bromo-7-fluoro-1H-benzo[d]imidazole